(11-(((2R,3R,4R,5S)-5-((6-chloro-2-(trifluoromethyl)pyrimidin-4-yl)amino)-3,4-dihydroxytetrahydro-2H-pyran-2-yl)methoxy)undecyl)-1H-1,2,3-triazol ClC1=CC(=NC(=N1)C(F)(F)F)N[C@@H]1[C@H]([C@H]([C@H](OC1)COCCCCCCCCCCCN1N=NC=C1)O)O